2-[(2S,4R)-1-[(2S)-2-amino-3,3-dimethyl-butyryl]-4-hydroxy-pyrrolidin-2-yl]-N-(cyclopropylmethyl)-N-(4-phenylbutyl)-1H-imidazole-4-carboxamide hydrochloride Cl.N[C@H](C(=O)N1[C@@H](C[C@H](C1)O)C=1NC=C(N1)C(=O)N(CCCCC1=CC=CC=C1)CC1CC1)C(C)(C)C